ethyl-1-{[(±)-1-(tert-butoxycarbonyl)pyrrolidin-3-yl]methyl}-4-hydroxy-5-oxo-2,5-dihydro-1H-pyrrole C(C)C1N(C(C(=C1)O)=O)C[C@@H]1CN(CC1)C(=O)OC(C)(C)C |r|